N1=CC(=C2OCCCN21)C2=CN1C(S2)=C(C=N1)C(=O)NC=1C(=NC=C(C1)NC(CN1CCCCC1)=O)C 2-(6,7-dihydro-5H-pyrazolo[5,1-b][1,3]oxazin-3-yl)-N-(2-methyl-5-(2-(piperidin-1-yl)acetamido)pyridin-3-yl)pyrazolo[5,1-b]thiazole-7-carboxamide